benzyl (2-bromopyridin-4-yl)carbamate BrC1=NC=CC(=C1)NC(OCC1=CC=CC=C1)=O